C1(CC1)NC1=C2N=CN(C2=NC=N1)CC(=O)NC1=CC(=NN1CC)C 2-(6-(cyclopropylamino)-9H-purin-9-yl)-N-(1-ethyl-3-methyl-1H-pyrazol-5-yl)acetamide